ClC=1C=NN(C1C[C@H]1N(C(C2=C(C=CC=C12)F)=O)CC1CC2(C1)OC(NC2)=O)C (2s,4S)-2-(((R)-1-((4-chloro-1-methyl-1H-pyrazol-5-yl)methyl)-4-fluoro-3-oxoisoindolin-2-yl)methyl)-5-oxa-7-azaspiro[3.4]octan-6-one